BrC1=CC=C2C(=NC(=NC2=C1F)OC[C@]12CCCN2C[C@@H](C1)F)N1C[C@@H](NCC1)CC#N 2-((S)-4-(7-bromo-8-fluoro-2-(((2R,7aS)-2-fluorotetrahydro-1H-pyrrolizin-7a(5H)-yl)methoxy)quinazolin-4-yl)piperazin-2-yl)acetonitrile